S-Phenyl-S-cyclopropyl-sulfoximine C1(=CC=CC=C1)S(=O)(=N)C1CC1